5-(3-chloro-8-(3,3-difluoro-4,4-dimethylpyrrolidin-1-yl)imidazo[1,2-b]pyridazin-6-yl)pyrimidine-2,4(1H,3H)-dione ClC1=CN=C2N1N=C(C=C2N2CC(C(C2)(C)C)(F)F)C=2C(NC(NC2)=O)=O